5-Chloro-α-methyltryptamine ClC1=CC=C2NC=C(CC(N)C)C2=C1